C(#N)C1=NC2=CC(=CC(=C2N=C1N1CC2CC(CC(C1)C2(F)F)(F)F)[C@@H](C)NC2=C(C(=O)O)C=CC=C2)C 2-(((1R)-1-(2-cyano-7-methyl-3-(7,7,9,9-tetrafluoro-3-azabicyclo-[3.3.1]nonan-3-yl)quinoxalin-5-yl)-ethyl)amino)benzoic acid